C1(=CC(=C(C=C1)C(=O)O)C(=O)O)C1=CC(C(C=C1)(C1=CC=CC=C1)C(=O)O)C(=O)O p-terphenyl-3,4,3',4'-tetracarboxylic acid